ClC1=C(OC=2C(=NC=CC2)OCC(=O)OCC)C=C(C(=C1)F)N1N=C(N(C1=O)C(F)F)C ethyl 2-[[3-[2-chloro-5-[4-(difluoromethyl)-3-methyl-5-oxo-1,2,4-triazol-1-yl]-4-fluorophenoxy]-2-pyridyl]oxy]acetate